CN(C)/C(=N\CCCNC(CCOCC(NC(CCCC(=O)OCC1=CC=CC=C1)=O)(COCCC(NCCC/N=C(\N(C)C)/N1CCOCC1)=O)COCCC(NCCC/N=C(\N(C)C)/N1CCOCC1)=O)=O)/N1CCOCC1 benzyl (E)-2-methyl-14,14-bis((E)-2-methyl-3-morpholino-9-oxo-12-oxa-2,4,8-triazatridec-3-en-13-yl)-3-morpholino-9,16-dioxo-12-oxa-2,4,8,15-tetraazaicos-3-en-20-oate